BrC1=CC(=C(C=C1OC)CC(C(=O)OCC)C)OC ethyl 3-(4-bromo-2,5-dimethoxy-phenyl)-2-methylpropionate